ONC(C1=CC=C(C=C1)CN1N=C(C=C1C=1C=C2C(N(C=NC2=CC1)C)=O)C1=CC=C(C=C1)Br)=O N-hydroxy-4-{[5-(3-methyl-4-oxo-3,4-dihydro-quinazolin-6-yl)-3-(4-bromophenyl)-1H-pyrazol-1-yl]methyl}benzamide